C(CCC\C=C/C\C=C/C\C=C/C\C=C/CCCCC)(=O)OCC(=O)NCC1=CC(=C(C=C1)O)OC (5Z,8Z,11Z,14Z)-2-((4-hydroxy-3-methoxy-benzyl)amino)-2-oxoethyl icosa-5,8,11,14-tetraenoate